C(C=C)(=O)NC(CS(=O)(=O)[O-])(C)C.[Na+] Sodium 2-Acrylamido-2-methyl-1-propanesulfonate